CSCCOC1=NC2=C3C(=CC=C2C(=C1)C(F)(F)F)CN(C3)C=3OC=NN3 2-(2-(2-(methylthio)ethoxy)-4-(trifluoromethyl)-7H-pyrrolo[3,4-h]quinolin-8(9H)-yl)-1,3,4-oxadiazole